tert-butyl 5,5-dimethyl-2,7-diazaspiro[3.5]nonane-2-carboxylate CC1(C2(CN(C2)C(=O)OC(C)(C)C)CCNC1)C